CC1(O[C@H]2[C@H]([C@@H]3OC(OC[C@@H]3O2)(C)C)O1)C (3aS,3bR,7aS,8aS)-2,2,5,5-tetramethyltetrahydro-3aH-[1,3]dioxolo[4',5':4,5]furo[3,2-d][1,3]dioxane